NC1=CC=C(C=N1)N1C=C(C(C2=CC(=C(N=C12)N1N=C(C=C1)N(C)CCO)Cl)=O)C(=O)O 1-(6-aminopyridin-3-yl)-6-chloro-7-(3-((2-hydroxyeth-yl)(methyl)amino)-1H-pyrazol-1-yl)-4-oxo-1,4-dihydro-1,8-naphthyridine-3-carboxylic acid